CN(CCNC)CC=1C(=C2N(N1)CCC2)C2CCC1(CCCC1)CC2 N1,N2-dimethyl-N1-((3-(spiro[4.5]decan-8-yl)-5,6-dihydro-4H-pyrrolo[1,2-b]pyrazol-2-yl)methyl)ethane-1,2-diamine